[4-(N,N-dimethylamino)phenyl]estra-1,3,5(10)-triene CN(C)C1=CC=C(C=C1)C[C@@]12CCC[C@H]1[C@@H]1CCC=3C=CC=CC3[C@H]1CC2